C(C1=CC=CC=C1)(=O)NC(NC=1N=CNC1C(N)=O)=S 3-Benzoyl-1-(5-carbamoyl-1H-imidazol-4-yl)thiourea